7-bromo-2-chloro-N-(2-(3-(dimethylamino)-1H-pyrazol-1-yl)benzyl)imidazo[2,1-f][1,2,4]triazin-4-amine BrC1=CN=C2C(=NC(=NN21)Cl)NCC2=C(C=CC=C2)N2N=C(C=C2)N(C)C